tert-butyl 2-(3,4-dichlorophenyl)-1-ethyl-6-[(4-methoxycarbonylpyrazol-1-yl)methyl]-4-oxo-pyridine-3-carboxylate ClC=1C=C(C=CC1Cl)C=1N(C(=CC(C1C(=O)OC(C)(C)C)=O)CN1N=CC(=C1)C(=O)OC)CC